10-hydroxy-2,2,6a,6b,9,9,12a-heptamethyl-1,3,4,5,6,6a,7,8,8a,10,11,12,13,14b-tetradecahydropicene-4a-carboxylic acid OC1C(C2CCC3(C4(CCC5(CCC(CC5C4=CCC3C2(CC1)C)(C)C)C(=O)O)C)C)(C)C